6-(6-(dimethylamino)quinolin-4-ylamino)-N-(4-(pyridin-4-ylamino)phenyl)nicotinamide CN(C=1C=C2C(=CC=NC2=CC1)NC1=NC=C(C(=O)NC2=CC=C(C=C2)NC2=CC=NC=C2)C=C1)C